3-(2-chloro-5-methylpyridin-4-yl)-6-hydroxy-2-methylpyridin-4-one ClC1=NC=C(C(=C1)C1C(=NC(=CC1=O)O)C)C